5-(5-Chloro-2-{[(3S)-3-(morpholin-4-ylmethyl)-3,4-dihydroisoquinolin-2(1H)-yl]carbonyl}phenyl)-N-(2-hydroxypyrimidin-5-yl)-1,2-dimethyl-N-phenyl-1H-pyrrole-3-carboxamide ClC=1C=CC(=C(C1)C1=CC(=C(N1C)C)C(=O)N(C1=CC=CC=C1)C=1C=NC(=NC1)O)C(=O)N1CC2=CC=CC=C2C[C@H]1CN1CCOCC1